rac-(5r,7s,8s)-8-(5-bromo-6-methoxy-2H-indazol-2-yl)-7-methyl-2-azaspiro[4.5]decane-2-carboxylic acid tert-butyl ester C(C)(C)(C)OC(=O)N1C[C@@]2(CC1)C[C@@H]([C@H](CC2)N2N=C1C=C(C(=CC1=C2)Br)OC)C |r|